[Nd+3].FC(S(=O)(=O)O)(F)F trifluoromethanesulfonic acid Neodymium(III)